7'-oxo-N-propyl-7',8'-dihydro-6'H-spiro[cyclohexane-1,9'-furo[2,3-f]quinazoline]-2'-carboxamide O=C1NC2=CC=C3C(=C2C2(N1)CCCCC2)OC(=C3)C(=O)NCCC